bis(2-hydroxyethoxy)-8,8'-bis-1-naphthyl-1,1'-binaphthyl OCCOC=1C(=C(C2=C(C=CC=C2C1)C1=CC=CC2=CC=CC=C12)C1=CC=CC2=CC=CC(=C12)C1=CC=CC2=CC=CC=C12)OCCO